3-[4-(5-methyl-1,2,4-oxadiazol-3-yl)benzyl]-5-(2-isopropylphenyl)-1-methyl-1H-pyrazolo[4,3-d]pyrimidine CC1=NC(=NO1)C1=CC=C(CC2=NN(C3=C2N=C(N=C3)C3=C(C=CC=C3)C(C)C)C)C=C1